(4-(3-bromo-4-(isopropylamino)-5-nitro-1-(phenylsulfonyl)-1H-pyrrolo[2,3-b]pyridin-2-yl)-1H-pyrazol-1-yl)-2-methylpropan-2-ol BrC1=C(N(C2=NC=C(C(=C21)NC(C)C)[N+](=O)[O-])S(=O)(=O)C2=CC=CC=C2)C=2C=NN(C2)CC(C)(O)C